CCCCCCCCCCCCCCCCCC(=O)NCCOP(=O)(O)OC[C@@H](COC(=O)CCCCCCC/C=C\\CCCCCCCC)OC(=O)CCCCCCC/C=C\\CCCCCCCC The molecule is an N-acylphosphatidylethanolamine in which the N-acyl group is specified as stearoyl (octadecanoyl) while the phosphatidyl acyl groups are both specified as oleoyl (9Z-octadecenoyl). It derives from an oleic acid and an octadecanoic acid. It is a conjugate acid of a N-stearoyl-1,2-dioleoyl-sn-glycero-3-phosphoethanolamine(1-).